BrC=1C=NC=C(C1)C1(CC(C1)C)C1=NN=CN1C 3-bromo-5-(3-methyl-1-(4-methyl-4H-1,2,4-triazol-3-yl)cyclobutyl)pyridine